tert-butyl-4-(2-methoxy-4-(4,4,5,5-tetramethyl-1,3,2-dioxaborolan-2-yl)phenyl)-1,2,3,6-tetrahydropyridine C(C)(C)(C)N1CCC(=CC1)C1=C(C=C(C=C1)B1OC(C(O1)(C)C)(C)C)OC